BrCCCOC bromo-3-methoxypropane